BrC=1C=CC(=C(C(=O)[O-])C1)I 5-bromo-2-iodobenzoate